COC1=CC(=CC=C1[N+](=O)[O-])N1CCC(CC1)N1CCN(CC1)C 4-methoxy-2-(4-(4-methylpiperazin-1-yl)piperidin-1-yl)-5-nitrobenzene